6-chloro-7-(naphthalen-1-ylmethyl)-5-oxo-1-(pyridin-4-ylmethyl)-8-(3-(trifluoromethyl)phenyl)-1,2,3,5-tetrahydroimidazo[1,2-a]pyridine-3-carboxylate ClC1=C(C(=C2N(C1=O)C(CN2CC2=CC=NC=C2)C(=O)[O-])C2=CC(=CC=C2)C(F)(F)F)CC2=CC=CC1=CC=CC=C21